1-methyl-5-(2-methylpyridin-3-yl)-7-(trifluoromethyl)-1,5-dihydro-4H-imidazo[4',5':4,5]pyrido[2,3-d]pyrimidin-4-one CN1C=NC2=C1C1=C(N=C(N=C1)C(F)(F)F)N(C2=O)C=2C(=NC=CC2)C